N-[3-oxo-4-(2-trimethylsilylethoxymethyl)pyrido[3,2-b][1,4]oxazin-6-yl]carbamic acid tert-butyl ester C(C)(C)(C)OC(NC=1C=CC=2OCC(N(C2N1)COCC[Si](C)(C)C)=O)=O